(4-bromo-5-chloropyridin-2-yl)-2-(6-cyanopyridin-2-yl)acetamide BrC1=CC(=NC=C1Cl)C(C(=O)N)C1=NC(=CC=C1)C#N